propylacetate C(CC)OC(C)=O